CC1=CC=C(C=N1)ON1N=NC(=C1)C(=O)O ((6-methylpyridin-3-yl)oxy)-1H-1,2,3-triazole-4-carboxylic acid